ClC=1C(=C(C=C(C1OCCCO)C)C=1C(CC(NN1)=O)C)OCOC 6-[3-chloro-4-(3-hydroxypropoxy)-2-(methoxymethyloxy)-5-methylphenyl]-5-methyl-4,5-dihydro-2H-pyridazin-3-one